C(CCCC)C(COC(CCCCN(C(OCCN(CCOC(N(CCCCC(=O)OCC(CCCCC)CCCCC)CCCCCCC)=O)CCCN(CC)CC)=O)CCCCCCC)=O)CCCCC bis(2-pentylheptyl)-11-(3-(diethylamino)propyl)-6,16-diheptyl-7,15-dioxo-8,14-dioxa-6,11,16-triazahenicosanedioate